(S)-N-(1-((1,1-bis(3-isopropylphenyl)prop-1-en-2-yl)amino)-1-oxopropan-2-yl)-3-hydroxy-4-methoxypicolinamide C(C)(C)C=1C=C(C=CC1)C(=C(C)NC([C@H](C)NC(C1=NC=CC(=C1O)OC)=O)=O)C1=CC(=CC=C1)C(C)C